(3-(5-(2-aminopyrimidin-4-yl)-2-(4-(1-(2-(1-(5-(2,6-dioxopiperidin-3-yl)pyridin-2-yl)piperidin-4-yl)acetyl)piperidin-4-yl)phenyl)thiazol-4-yl)-2-fluorophenyl)propane-1-sulfonamide NC1=NC=CC(=N1)C1=C(N=C(S1)C1=CC=C(C=C1)C1CCN(CC1)C(CC1CCN(CC1)C1=NC=C(C=C1)C1C(NC(CC1)=O)=O)=O)C=1C(=C(C=CC1)C(CC)S(=O)(=O)N)F